(1S,3S)-3-((5-(difluoromethoxy)pyrimidin-2-yl)amino)cyclopentylcarbamic acid tert-butyl ester C(C)(C)(C)OC(N[C@@H]1C[C@H](CC1)NC1=NC=C(C=N1)OC(F)F)=O